NCCCNCCCC(=O)NCCCNC(C1=C(C=C(C=C1)NC=1C=2N(C=CN1)C(=CN2)C2=C(C(=C(C=C2)OC2=NC=NC=C2)F)F)CC)=O N-[3-[4-(3-aminopropylamino)butanoyl-amino]propyl]-4-[[3-(2,3-difluoro-4-pyrimidin-4-yloxy-phenyl)imidazo[1,2-a]pyrazin-8-yl]amino]-2-ethyl-benzamide